di(diethylamino)phenylphosphine C(C)N(CC)P(C1=CC=CC=C1)N(CC)CC